ClC1=CC=C2C(=CNC2=C1)S(=O)(=O)NC1=NC(=C(C(=N1)OC)OC(F)F)SC 6-chloro-N-[5-(difluoromethoxy)-4-methoxy-6-methylsulfanyl-pyrimidin-2-yl]-1H-indole-3-sulfonamide